CC(C(=O)O)C(=O)[O-] The molecule is a dicarboxylic acid monoanion resulting from the removal of a proton from one of the carboxylic acid groups of methylmalonic acid. It has a role as a human metabolite. It is a conjugate base of a methylmalonic acid. It is a conjugate acid of a methylmalonate(2-).